4,4-methylenediphenyl diisocyanate C1=CC(=CC=C1CC2=CC=C(C=C2)N=C=O)N=C=O